Tert-butyl N-[3-(4-aminocyclohexoxy)propyl]carbamate NC1CCC(CC1)OCCCNC(OC(C)(C)C)=O